9,9-dihexyl-9,10-dihydroacridine C(CCCCC)C1(C2=CC=CC=C2NC=2C=CC=CC12)CCCCCC